ClC=1C(N(N=CC1C=1N=NNC1)CC1=NC(=NO1)C[C@H](O)C1=CC=C(C=C1)Cl)=O 4-chloro-2-({3-[(2S)-2-(4-chlorophenyl)-2-hydroxyethyl]-1,2,4-oxadiazol-5-yl}methyl)-5-(1H-1,2,3-triazol-4-yl)pyridazin-3-one